bis(cyclopentadienyl)bis[2,6-difluoro-3-(3,3-dimethyl-2-azetidinon-1-yl)phenyl]titanium C1(C=CC=C1)[Ti](C1=C(C(=CC=C1F)N1C(C(C1)(C)C)=O)F)(C1=C(C(=CC=C1F)N1C(C(C1)(C)C)=O)F)C1C=CC=C1